C(CCCCCCCCCCCC)O.[C] carbon tridecyl alcohol